ethyl 1-(3-hydroxypropyl)-2-oxo-6-(trifluoromethyl)-1,2-dihydropyridine-3-carboxylate OCCCN1C(C(=CC=C1C(F)(F)F)C(=O)OCC)=O